ClC=1C=C(C=CC1Cl)N1N=C(C(C1)C)NC(CCCNC(CN1CCN(CC1)CC1CCN(CC1)C(=O)OC(C)(C)C)=O)=O tert-butyl 4-((4-(2-((4-((1-(3,4-dichlorophenyl)-4-methyl-4,5-dihydro-1H-pyrazol-3-yl)amino)-4-oxobutyl)amino)-2-oxoethyl)piperazin-1-yl)methyl)piperidine-1-carboxylate